4-(6-bromohexyl)-1,1-dimethylpiperidin-1-ium BrCCCCCCC1CC[N+](CC1)(C)C